1,2-dichloropropylene ClC=C(C)Cl